7-(3-Amino-6-chloro-1H-pyrazolo[4,3-c]pyridin-1-yl)-6-methoxy-2,3-dihydro-4H-benzo[b][1,4]oxazine-4-carboxylic acid tert-butyl ester C(C)(C)(C)OC(=O)N1C2=C(OCC1)C=C(C(=C2)OC)N2N=C(C=1C=NC(=CC12)Cl)N